FC1=C(C(=CC=C1)C)N1CCC(CC1)C1=CC=2C(=NC=C(N2)C)N(C1=O)CC1=C(C=CC=C1)C(F)(F)F 7-(1-(2-fluoro-6-methylphenyl)piperidin-4-yl)-2-methyl-5-(2-(trifluoromethyl)-benzyl)pyrido[2,3-b]pyrazin-6(5H)-one